ClC=1C=C2C=C(NC2=C(C1F)F)C(=O)N[C@H]1CNCC1 (R)-5-Chloro-6,7-difluoro-N-(pyrrolidin-3-yl)-1H-indole-2-carboxamide